[(3S)-1-methyl-5-oxo-pyrrolidin-3-yl] 4-(3-chloropyrazolo[1,5-a]pyrimidin-5-yl)piperazine-1-carboxylate ClC=1C=NN2C1N=C(C=C2)N2CCN(CC2)C(=O)O[C@@H]2CN(C(C2)=O)C